N1-(5'-(tert-butyl)-2-methyl-[1,1':3',1''-terphenyl]-2'-yl-2'',3,3'',4,4'',5,5'',6-d8)benzene-1,2-diamine C(C)(C)(C)C=1C=C(C(=C(C1)C1=C(C(=C(C(=C1[2H])[2H])[2H])[2H])C)NC=1C(=CC=CC1)N)C1=C(C(=C(C(=C1)[2H])[2H])[2H])[2H]